4-oxo-3,4-dihydropyrido[2,3-d]pyrimidin-7-yl trifluoromethanesulfonate FC(S(=O)(=O)OC=1C=CC2=C(N=CNC2=O)N1)(F)F